OC(C(=O)O)CCCCCCCCCCCCCCCCCCCCCCCCCC α-hydroxyoctacosanoic acid